N-[(3R)-5-Chloro-8-hydroxy-3-methyl-1-oxo-3,4-dihydro-1H-2-benzopyran-7-carbonyl]-D-phenylalanine ClC1=CC(=C(C2=C1C[C@H](OC2=O)C)O)C(=O)N[C@H](CC2=CC=CC=C2)C(=O)O